phosphomanganese P(=O)(=O)[Mn]